5-[4-[(3S)-1-(3-fluoropropyl)pyrrolidin-3-yl]oxyphenyl]-6-(1,2,3,4-tetrahydro-quinolin-7-yl)-8,9-dihydro-7H-benzo[7]annulen-2-ol FCCCN1C[C@H](CC1)OC1=CC=C(C=C1)C1=C(CCCC2=C1C=CC(=C2)O)C2=CC=C1CCCNC1=C2